ClCC1=C(C=CC(=C1F)OC)N1C=NN=C1 4-(2-(chloromethyl)-3-fluoro-4-methoxyphenyl)-4H-1,2,4-triazole